4-methoxy-6-((pyridine-2-ylmethyl)amino)pyrazolo[1,5-a]Pyridine-3-carbonitrile COC=1C=2N(C=C(C1)NCC1=NC=CC=C1)N=CC2C#N